C(C)O[Si](OCC)(OCC)CN1C2=C(C=C1)C=CC=C2 1-(Triethoxysilylmethyl)benzo[b]pyrrol